2-hydroxy-3-(4-benzoylphenoxy)-N,N,N-trimethyl-1-propanaminium OC(C[N+](C)(C)C)COC1=CC=C(C=C1)C(C1=CC=CC=C1)=O